1-stearoyl-2-myristoyl-sn-glycero-3-phosphoserine C(CCCCCCCCCCCCCCCCC)(=O)OC[C@@H](OC(CCCCCCCCCCCCC)=O)COP(=O)(O)OC[C@H](N)C(=O)O